CC1(CC2N(C3=C(OC2)C=CC=N3)C1)O 8-methyl-6a,7,8,9-tetrahydro-6H-pyrido[3,2-b]pyrrolo[1,2-d][1,4]oxazin-8-ol